NC1=C2N(C(N(C2=NC=N1)[C@H]1[C@H](CN(CC1)C1CCN(CC1)C(=O)OC(C)(C)C)F)=O)C1=CC=C(C=C1)OC1=CC=CC=C1 |o1:10,11| rel-tert-butyl (3S,4R)-4-[6-amino-8-oxo-7-(4-phenoxyphenyl) purin-9-yl]-3-fluoro-[1,4'-bipiperidine]-1'-carboxylate